(tert-butyl)-6-(3,6-difluoropyridin-2-yl)-N4-(2-(trifluoromethyl)pyridin-4-yl)-1,3,5-triazine-2,4-diamine C(C)(C)(C)NC1=NC(=NC(=N1)NC1=CC(=NC=C1)C(F)(F)F)C1=NC(=CC=C1F)F